methyl (S)-2-azido-3-phenylpropionate N(=[N+]=[N-])[C@H](C(=O)OC)CC1=CC=CC=C1